2-(4-Hydroxy-3-methoxy-phenyl)acetic acid heptyl ester C(CCCCCC)OC(CC1=CC(=C(C=C1)O)OC)=O